3-((7-chloro-6-((4-((1R,2R)-2-hydroxycyclobutoxy)pyrazolo[1,5-a]pyrazin-3-yl)oxy)-1-methyl-1H-imidazo[4,5-b]pyridin-2-yl)amino)-5-cyclopropyl-1-methylpyridin-2(1H)-one ClC1=C2C(=NC=C1OC=1C=NN3C1C(=NC=C3)O[C@H]3[C@@H](CC3)O)N=C(N2C)NC=2C(N(C=C(C2)C2CC2)C)=O